COC1=NC=NN2C1=C(C=C2)C=2C=C1C(=NC2)N=C(N1CC1=CC(=NC=C1)C(F)(F)F)C 6-(4-methoxypyrrolo[2,1-f][1,2,4]triazin-5-yl)-2-methyl-1-((2-(trifluoromethyl)pyridin-4-yl)methyl)-1H-imidazo[4,5-b]pyridine